FC=1C=CC2=C(C(=NS2(=O)=O)N(CC(C)C)/N=C/C=2C=CC3=C(COB3O)C2)C1 5-fluoro-N-[(E)-(1-hydroxy-3H-2,1-benzoxaborole-5-yl)methyleneamino]-N-isobutyl-1,1-dioxo-1,2-benzothiaAzol-3-amine